Benzyl 4-{7'-[(1R,3R)-3-(oxan-2-yloxy)cyclohexyl]-6'-oxospiro[cyclopropane-1,5'-pyrrolo[2,3-d]pyrimidin]-2'-ylamino}piperidine-1-carboxylate O1C(CCCC1)O[C@H]1C[C@@H](CCC1)N1C(C2(C3=C1N=C(N=C3)NC3CCN(CC3)C(=O)OCC3=CC=CC=C3)CC2)=O